C(C)(=O)N1CC=2N(CC1)C(=NC2C=2C=CC=C1C=C(N=CC21)C=2C=CC(=NC2)C(=O)NCC2=NOC(=C2)C2=C1CN(C(C1=CC=C2)=O)C2C(NC(CC2)=O)=O)CC 5-(8-(7-Acetyl-3-ethyl-5,6,7,8-tetrahydroimidazo[1,5-a]pyrazin-1-yl)isoquinolin-3-yl)-N-((5-(2-(2,6-dioxopiperidin-3-yl)-1-oxoisoindolin-4-yl)isoxazol-3-yl)methyl)picolinamide